N-(2-chloro-6-(phenylselanyl)phenethyl)picolinamide ClC1=C(CCNC(C2=NC=CC=C2)=O)C(=CC=C1)[Se]C1=CC=CC=C1